(3S)-N-((1S)-1-(5-((5-chloro-4-cyclopropyl-2,3-dihydro-1H-inden-2-yl)amino)pyridin-2-yl)-2,2,2-trifluoroethyl)-N-methyl-6-oxopiperidine-3-carboxamide ClC=1C(=C2CC(CC2=CC1)NC=1C=CC(=NC1)[C@@H](C(F)(F)F)N(C(=O)[C@@H]1CNC(CC1)=O)C)C1CC1